(1r,3r)-3-(((4-(2-((2,6-dimethylpyrimidin-4-yl)amino)pyrazolo[1,5-a]pyridin-5-yl)-6-methylpyridin-3-yl)oxy)methyl)cyclobutan-1-ol CC1=NC(=CC(=N1)NC1=NN2C(C=C(C=C2)C2=C(C=NC(=C2)C)OCC2CC(C2)O)=C1)C